tert-Butyl (6aR)-1,4-difluoro-3-(2-fluoro-6-hydroxyphenyl)-12-oxo-6a,7,9,10-tetrahydro-12H-pyrazino[2,1-c]pyrido[3,4-f][1,4]oxazepine-8(6H)-carboxylate FC1=NC(=C(C2=C1C(N1[C@@H](CO2)CN(CC1)C(=O)OC(C)(C)C)=O)F)C1=C(C=CC=C1O)F